CC1=C(C#N)C=CC=C1[C@@H](C)NC1=NN=C(C2=CC=C(C=C12)N1[C@H]2CN([C@@H](C1)CC2)C)C 2-methyl-3-((R)-1-((4-methyl-7-((1R,4R)-5-methyl-2,5-diazabicyclo[2.2.2]octan-2-yl)phthalazin-1-yl)amino)ethyl)benzonitrile